ethyl 5-(6,7-dichloro-3-(1H-pyrazol-4-yl)-1H-indol-2-yl)-1H-1,2,4-triazole-3-carboxylate ClC1=CC=C2C(=C(NC2=C1Cl)C1=NC(=NN1)C(=O)OCC)C=1C=NNC1